NC1=NC2=C(N1CCC[C@@H](C(N[C@H]1CN(CC1)CC)=O)NC(=O)OC(C)(C)C)C=CC(=C2)CCC(=O)O 3-{2-amino-1-[(4S)-4-{[(tert-butoxy)carbonyl]amino}-4-{[(3R)-1-ethylpyrrolidin-3-yl]carbamoyl}butyl]-1H-1,3-benzodiazol-5-yl}propanoic acid